5-chloro-3-methyl-4-(4,4,5,5-tetramethyl-1,3,2-dioxaborolan-2-yl)-1H-pyrazole ClC1=C(C(=NN1)C)B1OC(C(O1)(C)C)(C)C